C(C)(C)(C)O[C@H]1[C@@H](C[C@H]2N(CCC3=CC(=C(C=C23)OC)OCC23CC(C2)(C3)C(F)(F)F)C1)O (2R,3R,11bR)-3-(tert-butoxy)-10-methoxy-9-((3-(trifluoromethyl)bicyclo[1.1.1]pent-1-yl)methoxy)-1,3,4,6,7,11b-hexahydro-2H-pyrido[2,1-a]isoquinolin-2-ol